C(=O)(O)CC(C(=O)O)CNC(=N)N carboxymethyl-3-guanidinopropionic acid